3-iodo-1-(tetrahydro-2H-pyran-3-yl)-6-(2-(2-(trifluoromethyl)pyridin-4-yl)-2,6-diazaspiro[3.4]octan-6-yl)-1H-pyrazolo[3,4-b]pyrazine IC1=NN(C2=NC(=CN=C21)N2CC1(CN(C1)C1=CC(=NC=C1)C(F)(F)F)CC2)C2COCCC2